ClC=1C=CC2=C(N(CN(S2(=O)=O)C(C(=O)O)C(C)C2=C(C(=CC=C2F)C)C)CCCOC)C1 2-(6-chloro-4-(3-methoxypropyl)-1,1-dioxido-3,4-dihydro-2H-benzo[e][1,2,4]thiadiazin-2-yl)-3-(6-fluoro-2,3-dimethylphenyl)butanoic acid